(2-methylbenzyl)(propargyl)amine CC1=C(CNCC#C)C=CC=C1